methyl 4-(2-chloro-7-methyl-8-oxo-7,8-dihydro-9H-purin-9-yl)piperidine-1-carboxylate ClC1=NC=C2N(C(N(C2=N1)C1CCN(CC1)C(=O)OC)=O)C